(E)-(3-(3-(3,4-dichlorophenyl)-1-phenyl-1H-pyrazol-4-yl)acryloyl)-L-phenylalanine ClC=1C=C(C=CC1Cl)C1=NN(C=C1/C=C/C(=O)N[C@@H](CC1=CC=CC=C1)C(=O)O)C1=CC=CC=C1